C(C)(=O)N1CC(C1)NC(=O)C=1SC=C(C1)N1N=CC=2C1=NC=C(C2)NC2=C(C=CC=C2)Cl N-(1-acetylazetidin-3-yl)-4-(5-((2-chlorophenyl)amino)-1H-pyrazolo[3,4-b]pyridin-1-yl)thiophene-2-carboxamide